2-(4-(2-hydroxyethyl)phenyl)-N,N,2-trimethylpropionamide OCCC1=CC=C(C=C1)C(C(=O)N(C)C)(C)C